C(C)(C)(C)OC(=O)N1C(=CC2=CC(=CC=C12)Cl)C1=NC=CC(=N1)OC 5-chloro-2-(4-methoxypyrimidin-2-yl)-1H-indole-1-carboxylic acid tert-butyl ester